CN(CCCN(C(CCCCCCCCC(=O)OCC(CCCCCC)CCCC)CCCCCCCCC(=O)OCC(CCCCCC)CCCC)S(=O)CCCCCCCC)C bis(2-butyloctyl) 10-[3-(dimethylamino)propyl-octylsulfinyl-amino]nonadecanedioate